O1C(CC=CC1)CNC(=O)C1CN(C1)C1=CC(=C2C(C(=CN(C2=N1)C=1SC=CN1)C(=O)O)=O)C 7-{3-[(3,6-dihydro-2H-pyran-2-ylmethyl)carbamoyl]azetidin-1-yl}-5-methyl-4-oxo-1-(1,3-thiazol-2-yl)-1,4-dihydro-1,8-naphthyridine-3-carboxylic acid